C(C)(C)NC(O[C@@H]([C@]1(CN(CC1)C(C)(C)C=1C=NC(=CC1)C)CCC=1SC(=CC1)F)F)=O |o1:7| (R)-fluoro((R or S)-3-(2-(5-fluoro-thiophen-2-yl)ethyl)-1-(2-(6-methylpyridin-3-yl)propan-2-yl)pyrrolidin-3-yl)methyl isopropylcarbamate